C(CCCCC)NC(=O)[C@H]1CN(C[C@@H]1CCCCCCCC)C(=O)C1=CC=C(C(=O)N2C[C@H]([C@@H](C2)C(=O)N[C@@H]2[C@H](C2)C2=CC=CC=C2)C(=O)N[C@@H]2[C@H](C2)C2=CC=CC=C2)C=C1 (3S,4S)-1-(4-((3R,4R)-3-(hexylcarbamoyl)-4-octylpyrrolidine-1-carbonyl)benzoyl)-N3,N4-bis((1S,2R)-2-phenylcyclopropyl)pyrrolidine-3,4-dicarboxamide